C(C)(C)(C)OC(=O)N1CCC(CC1)C1=C(C=C(C(=C1)Cl)C)OC 4-(5-chloro-2-methoxy-4-methylphenyl)piperidine-1-carboxylic acid tert-butyl ester